1-bromoethyl-3,5-di-t-butylbenzene BrC(C)C1=CC(=CC(=C1)C(C)(C)C)C(C)(C)C